methyl 2-[[2,5-difluoro-4-(6-prop-2-ynoxy-2-pyridyl)phenyl]methyl]-3-[[(2S)-oxetan-2-yl]methyl]benzimidazole-5-carboxylate FC1=C(C=C(C(=C1)C1=NC(=CC=C1)OCC#C)F)CC=1N(C2=C(N1)C=CC(=C2)C(=O)OC)C[C@H]2OCC2